6-chloro-N-{(3S)-4-[2-(4-chloro-3-fluorophenoxy)acetamido]-3-hydroxybicyclo[2.2.2]octan-1-yl}-4-(methylamino)-3,4-dihydro-2H-1-benzopyran-2-carboxamide ClC=1C=CC2=C(C(CC(O2)C(=O)NC23C[C@@H](C(CC2)(CC3)NC(COC3=CC(=C(C=C3)Cl)F)=O)O)NC)C1